ClC1=C(OC(C(=O)OC2=CC=C(C=C2)\C=C\C(=O)C2=CC=C(C=C2)C)C)C=CC(=C1)Cl 4-(2-(2,4-dichlorophenoxy)propionyloxy)-4'-methylchalcone